N-[1-methyl-2-(methylamino)ethyl]-2-Propenamide CC(CNC)NC(C=C)=O